FC1=C(N)C=CC(=C1C=1C=CC=2N(C1)C=NC2C=2N(N=CC2)C2OCCCC2)F 2,4-difluoro-3-[1-[2-(oxan-2-yl)pyrazol-3-yl]imidazo[1,5-a]pyridin-6-yl]aniline